2-((2-((2-methoxybenzamido)methyl)pyrazolo[1,5-c]quinazolin-5-yl)thio)acetic acid COC1=C(C(=O)NCC2=NN3C(=NC=4C=CC=CC4C3=C2)SCC(=O)O)C=CC=C1